FC1(CC(C1)C(=O)N1CCP(CC1)(=O)C1=CC2=C(N=C(N=C2N[C@H](C)C2=C(C(=CC=C2)C(F)(F)F)C)C)C=N1)F 1-(3,3-difluorocyclobutane-1-carbonyl)-4-[2-methyl-4-({(1R)-1-[2-methyl-3-(trifluoromethyl)phenyl]ethyl}amino)pyrido[3,4-d]pyrimidin-6-yl]-1,4lambda5-azaphosphinan-4-one